N6,N6-di-n-propyl-N2-((6-(2-(methylsulfonyl)pyrimidin-5-yl)hex-5-ynoyl)-L-valyl)-L-lysine C(CC)N(CCCC[C@H](NC([C@@H](NC(CCCC#CC=1C=NC(=NC1)S(=O)(=O)C)=O)C(C)C)=O)C(=O)O)CCC